CN1CCC(CC1)N1CC2=CC(=CC=C2C2(C1=O)CC2)B2OC(C(O2)(C)C)(C)C 2'-(1-methylpiperidin-4-yl)-7'-(4,4,5,5-tetramethyl-1,3,2-dioxaborolan-2-yl)-1',2'-dihydro-3'H-spiro[cyclopropane-1,4'-isoquinolin]-3'-one